4-((4-(benzyloxy)pyridin-2-yl)(hydroxy)methyl)piperidine-1,4-dicarboxylic acid 1-tert-butyl 4-ethyl ester C(C)OC(=O)C1(CCN(CC1)C(=O)OC(C)(C)C)C(O)C1=NC=CC(=C1)OCC1=CC=CC=C1